C(C)(C)(C)OC(N[C@H]1CCCCC1C)=O (S)-4-methylcyclohex-3-ylcarbamic acid tert-butyl ester